C(C1=CC=CC=C1)OC([C@H](OCNC(CNC(OCC1C2=CC=CC=C2C=2C=CC=CC12)=O)=O)C)=O (R)-1-(9H-fluoren-9-yl)-10-methyl-3,6-dioxo-2,9-dioxa-4,7-diazaundecane-11-oic acid benzyl ester